4-(4-fluoro-3-(3-(isopentylamino)azetidine-1-carbonyl)benzyl)phthalazin-1(2H)-one FC1=C(C=C(CC2=NNC(C3=CC=CC=C23)=O)C=C1)C(=O)N1CC(C1)NCCC(C)C